N[C@H]1C[C@H](CC1)NC(OC(C)(C)C)=O tert-butyl ((1S,3R)-3-aminocyclopentyl)carbamate